1-(((1s,4s)-4-hydroxy-4-(trifluoromethyl)cyclohexyl)methyl)-3,7-dimethyl-1H-purine-2,6(3h,7h)-dione OC1(CCC(CC1)CN1C(N(C=2N=CN(C2C1=O)C)C)=O)C(F)(F)F